OC1(CCN(CC1)C(NCCCC1=NC=2NCCCC2C=C1)=O)C(C(=O)O)NC(CCC(NCCC)=O)=O 2-(4-hydroxy-1-((3-(5,6,7,8-tetrahydro-1,8-naphthyridin-2-yl)propyl)carbamoyl)piperidin-4-yl)-2-(4-oxo-4-(propylamino)butanamido)acetic acid